N(=[N+]=[N-])CC1=CC(=C(C=C1)F)F 4-(azidomethyl)-1,2-difluorobenzene